N-(3-(3-cyclopropyl-1-hydroxy-1-(pyridin-3-yl)propyl)phenyl)-3-(trifluoromethyl)-1H-pyrazole-5-carboxamide C1(CC1)CCC(C=1C=NC=CC1)(O)C=1C=C(C=CC1)NC(=O)C1=CC(=NN1)C(F)(F)F